1-{3-[5-bromo-3-(2-hydroxyphenyl)-7H-pyrrolo[2,3-c]pyridazin-6-yl]azetidin-1-yl}ethanone BrC1=C(NC=2N=NC(=CC21)C2=C(C=CC=C2)O)C2CN(C2)C(C)=O